C12CCC(CC1)C(=O)OC1(CCCCC1)OC2=O 4-cyclohexylidene cyclohexane-1,4-dicarboxylate